tert-butyl (2-((2-((3-methoxyphenyl)thio)phenyl)amino)-2-oxoethyl)carbamate COC=1C=C(C=CC1)SC1=C(C=CC=C1)NC(CNC(OC(C)(C)C)=O)=O